6'-((3-(2,3-dichloro-6-fluorophenyl)pyrrolidin-3-yl)amino)-4'-fluoro-1'-methylspiro[cyclopropane-1,3'-indolin]-2'-one ClC1=C(C(=CC=C1Cl)F)C1(CNCC1)NC1=CC(=C2C3(C(N(C2=C1)C)=O)CC3)F